ClC=1C=C(C=C(C1)Cl)C=1N=C(NC1)C1=NC=CN=C1 4-(3,5-dichlorophenyl)-2-pyrazinylimidazole